5-(8-(3-acrylamidophenyl)-2-aminoquinazolin-6-yl)-N-phenylpyridinecarboxamide C(C=C)(=O)NC=1C=C(C=CC1)C=1C=C(C=C2C=NC(=NC12)N)C=1C=CC(=NC1)C(=O)NC1=CC=CC=C1